COC(=O)N1[C@@H](CCC1)C(=O)O (methoxycarbonyl)-L-proline